CN1C(C(=C(C2=CC(=C(C=C12)O[C@H]1COCC1)C)N1CCC(CC1)C=1N=NN(C1)C1=C(C=CC=C1)C)C#N)=O |r| (Rac)-1,6-dimethyl-4-{4-[1-(2-methylphenyl)-1H-1,2,3-triazol-4-yl]piperidin-1-yl}-2-oxo-7-[(oxolan-3-yl)oxy]-1,2-dihydro-quinoline-3-carbonitrile